3-((3-((1r,5s,6r)-3-azabicyclo[3.1.0]hexan-6-yl)-1,2,4-oxadiazol-5-yl)methyl)pyrido[2,3-d]pyrimidin-4(3H)-one hydrochloride Cl.[C@H]12CNC[C@@H]2C1C1=NOC(=N1)CN1C=NC2=C(C1=O)C=CC=N2